(Z)-(S)-3-(5-(4-(5-(4-(1-(4-hydroxyphenyl)-2-phenylbut-1-en-1-yl)phenoxy)pentyl)piperazin-1-yl)-1-oxoisoindolin-2-yl)piperidine-2,6-dione OC1=CC=C(C=C1)/C(=C(\CC)/C1=CC=CC=C1)/C1=CC=C(OCCCCCN2CCN(CC2)C=2C=C3CN(C(C3=CC2)=O)[C@@H]2C(NC(CC2)=O)=O)C=C1